N-[[(2S,5S)-2-[4-(3,5-difluorophenoxy)phenyl]-3-oxo-1,4-thiazepan-5-yl]methyl]pyrimidine-2-carboxamide FC=1C=C(OC2=CC=C(C=C2)[C@@H]2SCC[C@H](NC2=O)CNC(=O)C2=NC=CC=N2)C=C(C1)F